(4S)-5,5-difluoro-1-(4,4,4-trifluorobutyl)-3-(trifluoromethyl)-6,7-dihydro-4H-indazol-4-ol FC1([C@H](C=2C(=NN(C2CC1)CCCC(F)(F)F)C(F)(F)F)O)F